6-methylmorpholine-4-carboxylic acid tert-butyl ester C(C)(C)(C)OC(=O)N1CCOC(C1)C